ClC1=C(C=CC=C1)[C@H]1CC[C@H](N1C(C1=CN=C(C=C1)C1=CC(=CC=C1)F)=O)C(=O)O (2S,5R)-5-(2-chlorophenyl)-1-(6-(3-fluorophenyl)nicotinoyl)pyrrolidine-2-carboxylic acid